1-((2S,5R)-5-((7H-pyrrolo[2,3-d]pyrimidin-4-yl)amino)-2-methylpiperidin-1-yl)propan N1=CN=C(C2=C1NC=C2)N[C@@H]2CC[C@@H](N(C2)CCC)C